FC1=NC(=CC(=C1)N1CCC=2C=C(N=CC2C1)C(=O)O)N1C[C@@H](CC1)F (R)-7-(2-fluoro-6-(3-fluoropyrrolidin-1-yl)pyridin-4-yl)-5,6,7,8-tetrahydro-2,7-naphthyridine-3-carboxylic acid